1-(pyrimidin-2-yl)methanamine N1=C(N=CC=C1)CN